C(C)N1N=C2N=C(C=NC2=C1)N[C@@H](C)C=1C=C(C=CC1C)NC(CC1=NC=C(C=C1)F)=O (S)-N-(3-(1-((2-ethyl-2H-pyrazolo[3,4-b]pyrazin-6-yl)amino)ethyl)-4-methylphenyl)-2-(5-fluoropyridin-2-yl)acetamide